N[C@@H](CCN1C(NN=C1)=O)C(CCl)=O (S)-4-(3-amino-5-chloro-4-oxopentyl)-2,4-dihydro-3H-1,2,4-triazol-3-one